C(C)N1C(C2=CC=CC=3C2=C(C1=S)C=CC3NCCCCCCCNC=3SC1=C(C(N3)=O)C=C(C=C1[N+](=O)[O-])C(F)(F)F)=S 2-((7-((2-ethyl-1,3-dithioxo-2,3-dihydro-1H-benzo[de]isoquinolin-6-yl)amino)heptyl)amino)-8-nitro-6-(trifluoromethyl)-4H-benzo[e][1,3]thiazin-4-one